4-(difluoromethyl)-2-[5-(3-{[(2S)-1-(1H-tetrazol-1-yl)propan-2-yl]oxy}phenyl)-3H-imidazo[4,5-b]pyridin-3-yl]benzonitrile FC(C1=CC(=C(C#N)C=C1)N1C=NC=2C1=NC(=CC2)C2=CC(=CC=C2)O[C@H](CN2N=NN=C2)C)F